Cl.CC1([C@H]2CN[C@@H]([C@@H]12)C(=O)O)C (1R,2S,5S)-6,6-dimethyl-3-azabicyclo[3.1.0]hexane-2-carboxylic acid hydrochloride